ClC1=C(C=CC=C1)CC(=O)NC1=CC(=C2C=CN=C(C2=C1)OCC1CC1)S(N)(=O)=O 2-(2-chlorophenyl)-N-(1-(cyclopropylmethoxy)-5-sulfamoylisoquinolin-7-yl)acetamide